4'-acetamido-3,4,5-trimethoxy-stilbene C(C)(=O)NC1=CC=C(C=CC2=CC(=C(C(=C2)OC)OC)OC)C=C1